C(C1=CC=CC=C1)OC(=O)NC(C(=O)OC)=C1CC2(C1)CCC2 methyl 2-(benzyloxycarbonylamino)-2-spiro[3.3]heptane-2-ylidene-acetate